N-(3-(piperidin-1-yl)propyl)benzo[d]imidazo[2,1-b]thiazole-7-carboxamide hemi-formate C(=O)O.N1(CCCCC1)CCCNC(=O)C1=CC2=C(N3C(S2)=NC=C3)C=C1.N1(CCCCC1)CCCNC(=O)C1=CC3=C(N2C(S3)=NC=C2)C=C1